[Al].[Ce].[Y] Yttrium-Cerium-Aluminium